2-((4-((S)-4-chloro-2-(4-chloro-2-fluorophenyl)-2H-chromen-8-yl)piperidin-1-yl)methyl)-3-(((S)-oxetan-2-yl)methyl)-3H-imidazo[4,5-b]pyridine-5-carboxylic acid ClC1=C[C@H](OC2=C(C=CC=C12)C1CCN(CC1)CC1=NC=2C(=NC(=CC2)C(=O)O)N1C[C@H]1OCC1)C1=C(C=C(C=C1)Cl)F